(2S,3S,4R,5R)-5-(6-(3-chlorobenzylamino)-2-(5-methoxypyridin-3-yl)-9H-purin-9-yl)-3,4-Dihydroxy-N-methyl-tetrahydrofuran-2-carboxamide ClC=1C=C(CNC2=C3N=CN(C3=NC(=N2)C=2C=NC=C(C2)OC)[C@H]2[C@@H]([C@@H]([C@H](O2)C(=O)NC)O)O)C=CC1